C(C)(C)(C)OC(=O)N1CCN(CC1)C1=CC(=CC(=C1)F)OC1CCN(CC1)C(C1=CC(=C(C=C1)O[C@H]1CN(CC1)C(=O)OC(C)(C)C)C1CCCCC1)=O.S1C(=NC=C1)C(C)=O 1-(Thiazol-2-yl)ethan-1-one tert-butyl-(R)-4-(3-((1-(4-((1-(tert-butoxycarbonyl)pyrrolidin-3-yl)oxy)-3-cyclohexylbenzoyl)piperidin-4-yl)oxy)-5-fluorophenyl)piperazine-1-carboxylate